2-[2-(1-pyrrolidinyl)ethoxy]ethyl-N-methyl-N-(2-cyanoethyl)-amine N1(CCCC1)CCOCCN(CCC#N)C